ethyl-3-oxa-7,9-diazabicyclo[3.3.1]nonan-9-carboxamid C(C)C12COCC(CNC1)N2C(=O)N